N-(2-ethylthio)phenyl-N'-(3-(1-(3-pentyl)piperidin-4-yl)-1H-indol-5-yl)urea CCSN(C(=O)NC=1C=C2C(=CNC2=CC1)C1CCN(CC1)C(CC)CC)C1=CC=CC=C1